CN(C(OC(C)(C)C)=O)C1=CC2=CC=CC=C2C=C1 tert-butyl N-methyl-N-(naphthalen-2-yl)carbamate